C1C(CC)O1 1,2-Butylenoxid